C(C=CC1=CC=CC=C1)C(C(=O)C1=CC=CC=C1)C(C(C)(C)C)=O 2-cinnamyl-4,4-dimethyl-1-phenylpentane-1,3-dione